FC=1C=CC(=C(C1)C(C(=O)O)C)C1=CN=CS1 5-fluoro-2-(thiazole-5-yl)phenyl-propanoic Acid